C1(CCCC1)COC1=NC=CC=C1CNC(=O)C=1C(=NC(=C(C1)C=1C=CC=2N(N1)C=C(N2)NC(C)=O)C)C N-{[2-(cyclopentylmethoxy)pyridin-3-yl]methyl}-5-{2-acetamidoimidazo[1,2-b]pyridazin-6-yl}-2,6-dimethylpyridine-3-carboxamide